BrC1=NO[C@H](C1)C=1C=C(C=CC1NC1=CC(=CC=C1)C(F)(F)F)S(=O)(=O)NC (R)-3-(3-Bromo-4,5-dihydroisoxazol-5-yl)-N-methyl-4-((3-(trifluoromethyl)phenyl)amino)benzenesulfonamide